FC1=C(C=CC(=C1)C1=NN(C=N1)C1=CC=C(C=C1)OC(F)(F)F)NC(=O)\N=C\1/SCC(N1C1=C(C=CC(=C1)C)C=1OC=CC1)=O (Z)-1-(2-fluoro-4-(1-(4-(trifluoromethoxy)phenyl)-1H-1,2,4-triazol-3-yl)phenyl)-3-(3-(2-(furan-2-yl)-5-methylphenyl)-4-oxothiazolidin-2-ylidene)urea